(rac)-6-(4-isopropylphenyl)-2-azaspiro[3.4]Octane trifluoroacetate FC(C(=O)O)(F)F.C(C)(C)C1=CC=C(C=C1)[C@H]1CC2(CNC2)CC1 |r|